4-bromo-5-chloro-6-methyl-1H-indazole BrC1=C2C=NNC2=CC(=C1Cl)C